tert-butyl (1-(4-amino-3-methoxy phenyl)piperidin-4-yl)carbamate NC1=C(C=C(C=C1)N1CCC(CC1)NC(OC(C)(C)C)=O)OC